ClC=1C=C(C=2N(C1)C=C(N2)C(=O)N2CC(N(CC2)C)(C)C)C2=C(C=CC=C2)OCC(F)(F)F (6-chloro-8-(2-(2,2,2-trifluoroethoxy)phenyl)imidazo[1,2-a]pyridin-2-yl)(3,3,4-trimethylpiperazin-1-yl)methanone